C(#C)C1C[C@H](N(CC1)CC1=C2C=CN(C2=C(C=C1OC)C)C(=O)OC(C)(C)C)C1=CC=C(C=C1)C(=O)OC tert-butyl 4-(((2S)-4-ethynyl-2-(4-(methoxycarbonyl) phenyl) piperidin-1-yl) methyl)-5-methoxy-7-methyl-1H-indole-1-carboxylate